Cl.IC1=C(OCC(C)N)C(=CC(=C1)C)I 1-(2,6-diiodo-4-methylphenoxy)propan-2-amine hydrochloride